(E)-2-hydroxy-3-methoxy-5-(4-(8-oxo-2-oxa-7-azaspiro[4.4]nonan-7-yl)styryl)benzaldehyde OC1=C(C=O)C=C(C=C1OC)\C=C\C1=CC=C(C=C1)N1CC2(CCOC2)CC1=O